COC1=CC=C(C(=N1)C)C(=O)NC1CCC(CC1)NC1=CC(=NC2=CC=C(C=C12)Cl)C(F)(F)F 6-methoxy-2-methyl-N-[(1s,4s)-4-{[6-chloro-2-(trifluoromethyl)quinolin-4-yl]amino}cyclohexyl]pyridine-3-carboxamide